(1,2-difluoroethyl)-3,5-difluorobenzaldehyde FC(CF)C1=C(C=O)C=C(C=C1F)F